Cl.C1C(CC12CCNCC2)N2N=NC(=C2C)C2=CC=1N(C(=C2)O[C@H](C)C2=NC=C(C=C2)F)C(=CN1)C#N 7-[1-(7-Azaspiro[3.5]nonan-2-yl)-5-methyl-triazol-4-yl]-5-[(1R)-1-(5-fluoro-2-pyridyl)ethoxy]imidazo[1,2-a]pyridine-3-carbonitrile HCl